3-(4-(Pyridin-2-ylmethyl)piperidin-1-yl)propan-1-amine hydrochloride Cl.N1=C(C=CC=C1)CC1CCN(CC1)CCCN